S1C(=CC=C1)CS(=O)(=O)N1CCC(CC1)O 1-((thiophen-2-ylmethyl)sulfonyl)piperidin-4-ol